The molecule is a second-generation cephamycin antibiotic having [(1-methyl-1H-tetrazol-5-yl)sulfanyl]methyl and 2-{[(2S)-2-amino-2-carboxyethyl]sulfanyl}acetamido side-groups located respectively at positions 3 and 7beta of the cephem nucleus. A broad-spectrum bactericide, it is especially effective against Gram-negative and anaerobic bacteria. It is a cephamycin and a member of tetrazoles. CN1C(=NN=N1)SCC2=C(N3[C@@H]([C@@](C3=O)(NC(=O)CSC[C@H](C(=O)O)N)OC)SC2)C(=O)O